COC=1C=C(C=CC1OC)C1=NC2=C(N1)C=C(C=C2F)C2CCN(CC2)C2CCN(CC2)CC(C)C 2-(3,4-dimethoxyphenyl)-4-fluoro-6-(1'-isobutyl-[1,4'-bipiperidin]-4-yl)-1H-benzo[d]imidazole